CN1C=2C(=C3C(=NC2)NC=C3C3CCOCC3)C(C13CCNCC3)=O 6-methyl-1-(tetrahydro-2H-pyran-4-yl)-3,6-dihydro-8H-spiro[dipyrrolo[2,3-b:3',2'-d]pyridin-7,4'-piperidin]-8-one